dioxat-butyl (4-(ethylthio)-1-methyl-3-(7-(trifluoromethyl)-[1,2,4]triazolo[1,5-c]pyrimidin-2-yl)-1H-pyrazol-5-yl)carbamate C(C)SC=1C(=NN(C1NC(OC(O)(O)C)=O)C)C1=NN2C=NC(=CC2=N1)C(F)(F)F